2-(3,4-dimethoxybenzylidene)-4-hydroxy-2,3-dihydro-1H-indene-1-one COC=1C=C(C=C2C(C3=CC=CC(=C3C2)O)=O)C=CC1OC